bis(2-hydroxyethylethyl)thiourea OCCC(C)NC(NC(C)CCO)=S